((1-benzyl-1,2,3,6-tetrahydropyridin-4-yl)methoxy)-4-bromophthalic acid dimethyl ester COC(C=1C(C(=O)OC)=C(C(=CC1)Br)OCC=1CCN(CC1)CC1=CC=CC=C1)=O